CC1=CC=C(C=C1)S(=O)(=O)NN=CC1=NC=CC=C1 4-Methyl-N'-(pyridin-2-ylmethylene)benzenesulfonohydrazide